Cl.Cl.C(C)OC(C(C1=C2N(C=N1)C[C@@H](C2)F)N)=O.NC(C(=O)OCC)C2=C1N(C=N2)C[C@@H](C1)F ethyl 2-amino-2-[(6R)-6-fluoro-6,7-dihydro-5H-pyrrolo[1,2-c]imidazol-1-yl]acetate Ethyl-2-amino-2-[(6R)-6-fluoro-6,7-dihydro-5H-pyrrolo[1,2-c]imidazol-1-yl]acetate dihydrochloride